3-(2,3-dichlorophenyl)-6-(hexahydropyrrolo[3,4-c]pyrrol-2(1H)-yl)-5-(1,3,4-oxadiazol-2-yl)pyrazin-2-amine ClC1=C(C=CC=C1Cl)C=1C(=NC(=C(N1)C=1OC=NN1)N1CC2CNCC2C1)N